BrC1=CC2=C(NC(N2CCP(=O)(OCC)OCC)=O)C=C1 5-bromo-3-(2-diethoxyphosphorylethyl)-1H-benzimidazol-2-one